tert-butoxysilicon C(C)(C)(C)O[Si]